(E)-5-((3-(2-(butylthio)phenyl)allyl)(prop-2-yn-1-yl)amino)-5-oxopentanoic acid C(CCC)SC1=C(C=CC=C1)/C=C/CN(C(CCCC(=O)O)=O)CC#C